COC1=CC=C(C=C1)CNCC1=CC(=NC=C1)N1CCOCC1 1-(4-methoxyphenyl)-N-[(2-morpholino-4-pyridyl)methyl]methanamine